N1(CCC1)CCC=1C(=CC(N(C1)C(C(=O)N[C@@H](CC(=O)O)C=1C=C(C=C(C1F)C)C1=C(C=C(C=C1C)C#N)C)CC(C)C)=O)C(F)(F)F (3S)-3-(2-(5-(2-(azetidin-1-yl)ethyl)-2-oxo-4-(trifluoromethyl)pyridin-1(2H)-yl)-4-methylpentanamido)-3-(4'-cyano-4-fluoro-2',5,6'-trimethylbiphenyl-3-yl)propanoic acid